S(=O)(=O)(O)CCCC[N+]1=C(NC=C1)C=C sulfobutyl-vinylimidazolium